ClC1=C(C=CC=C1)C1CCN(CC1)C(=O)C1CC2(C1)NC(OC2)=O (2s,4s)-2-(4-(2-chlorophenyl)piperidine-1-carbonyl)-7-oxa-5-azaspiro[3.4]octan-6-one